((2,2-difluoro-1-hydroxy-7-(trifluoromethylsulfanyl)-2,3-dihydro-1H-inden-4-yl)oxy)-5-fluorobenzonitrile FC1(C(C2=C(C=CC(=C2C1)OC1=C(C#N)C=C(C=C1)F)SC(F)(F)F)O)F